CC(C)C(CCC(C)C)(O)C 2,3,6-Trimethyl-heptan-3-ol